methyl-(dimethoxy)silane C[SiH](OC)OC